COC1(COC1)C1=NC=CC(=C1[C@@H]1C[C@H](N(CC1)C1=NC(=NC(=C1)N1[C@@H]([C@@H](C1)N1CCNCC1)C)C(F)(F)F)C)C 4-((2R,4S)-4-(2-(3-methoxyoxetan-3-yl)-4-methylpyridin-3-yl)-2-methylpiperidin-1-yl)-6-((2R,3R)-2-methyl-3-(piperazin-1-yl)azetidin-1-yl)-2-(trifluoromethyl)pyrimidine